NC1=NC=CC(=C1F)CC=1C(=C(C(=C(C(=O)N)C1)NC1=C(C=C(C=C1)I)F)F)F 5-[(2-Amino-3-fluoropyridin-4-yl)methyl]-3,4-difluoro-2-(2-fluoro-4-iodoanilino)benzamide